C(C)(C)(C)OC(=O)N1CC2(CCC(C1)N2)C(C)(C)C2CCN(CC2)C(=O)OCC2=CC=CC=C2 [1-(1-benzyloxycarbonyl-4-piperidinyl)-1-methyl-ethyl]-3,8-diazabicyclo[3.2.1]octane-3-carboxylic acid tert-butyl ester